CN(C=1C(C(C1NCC=1N=CSC1)=O)=O)CC1=CC=C(C=C1)C1=NOC(=N1)C(F)(F)F 3-(methyl-(4-(5-(trifluoromethyl)-1,2,4-oxadiazol-3-yl)benzyl)amino)-4-((thiazol-4-ylmethyl)amino)cyclobut-3-ene-1,2-dione